The molecule is a short-chain fatty acyl-CoA that results from the formal condensation of the thiol group of coenzyme A with the carboxy group of butyric acid. It has a role as an Escherichia coli metabolite and a mouse metabolite. It derives from a coenzyme A and a butyric acid. It is a conjugate acid of a butyryl-CoA(4-). CCCC(=O)SCCNC(=O)CCNC(=O)[C@@H](C(C)(C)COP(=O)(O)OP(=O)(O)OC[C@@H]1[C@H]([C@H]([C@@H](O1)N2C=NC3=C(N=CN=C32)N)O)OP(=O)(O)O)O